FC(C)(F)C1=NC(=CC(=N1)NC1=CC(=NC=C1C1=NC=NC(=C1)C(F)F)NC(C)=O)CC N-(4-((2-(1,1-difluoroethyl)-6-ethylpyrimidin-4-yl)amino)-5-(6-(difluoromethyl)pyrimidin-4-yl)pyridin-2-yl)acetamide